BrC=1C(=NN(N1)C)C(C)(C)O 2-(5-bromo-2-methyl-2H-1,2,3-triazol-4-yl)propan-2-ol